tert-butyl (((1S,2R)-1-(5-chloro-2-fluorophenyl)-2-(hydroxymethyl)cyclopropyl)methyl)carbamate ClC=1C=CC(=C(C1)[C@]1([C@@H](C1)CO)CNC(OC(C)(C)C)=O)F